1,1,1-trimethylol-2-methyl-hexane C(O)C(C(CCCC)C)(CO)CO